FC=1C=C(C=2N(CC=3N(C2C1)N=C(N3)C)C)N 8-fluoro-2,5-dimethyl-4,5-dihydro-[1,2,4]triazolo[1,5-a]quinoxalin-6-amine